C(CCC)S(=O)(=O)N1CC(=CC1)C1=CC=C2C=C(C(=C(C2=C1)F)N1CC(NS1(=O)=O)=O)O 5-{7-[1-(butane-1-sulfonyl)-2,5-dihydro-1H-pyrrol-3-yl]-1-fluoro-3-hydroxynaphthalen-2-yl}-1λ6,2,5-thiadiazolidine-1,1,3-trione